1-(r-butyl) 2,4-dimethyl (2S)-4-((6-methyl-3-nitropyridin-2-yl)oxy)pyrrolidine-1,2,4-tricarboxylate CC1=CC=C(C(=N1)OC1(C[C@H](N(C1)C(=O)OCCCC)C(=O)OC)C(=O)OC)[N+](=O)[O-]